C1(=CC=C(C=C1)[Al])C p-tolyl-aluminium